methyl 1-(pyridin-3-yl)-1,2,3,4-tetrahydroisoquinoline-7-carboxylate N1=CC(=CC=C1)C1NCCC2=CC=C(C=C12)C(=O)OC